ethyl (Z)-N-benzyl-N-([methyl(methyl-thioethylideneamino-oxycarbonyl)amino]thio)-β-alaninate C(C1=CC=CC=C1)N(CCC(=O)OCC)SN(C(=O)O\N=C/CSC)C